CC1=C(C=2N(C=C1C=1NC3=CC=C(C=C3C1C(C)C)C1CCC(CC1)NC(CNC)=O)N=CN2)C N-(4-(2-(7,8-Dimethyl-[1,2,4]triazolo[1,5-a]pyridin-6-yl)-3-isopropyl-1H-indol-5-yl)cyclohexyl)-2-(methylamino)acetamid